C(CCCCCCC)(=O)OC[C@@H](OC(CCCCCCC)=O)COP(=O)([O-])OCC[N+](C)(C)C 1,2-dicapryloyl-sn-glycero-3-phosphocholine